8-bromo-6-fluoro-1H-quinazoline-2,4-dione BrC=1C=C(C=C2C(NC(NC12)=O)=O)F